C[C@H]1[C@H]([C@H]([C@@H]([C@@H](O1)O[C@@H]2[C@H]([C@H]([C@H](O[C@H]2O[C@@H]3[C@H]([C@@H](O[C@@H]([C@H]3O)CO)O)N)CO)O)O)O)O)O The molecule is an amino trisaccharide consisting of alpha-L-fucopyranose, beta-D-galactopyranose and 2-amino-2-deoxypyranose joined in sequence by (1->2) and (1->3) glycosidic bonds. It is an amino trisaccharide and a primary amino compound. It derives from a beta-D-Galp-(1->3)-beta-D-GlcpN and an alpha-L-Fucp-(1->2)-beta-D-Galp.